FC=1C(=NC(=NC1)NC1=CC=C(C=C1)N1CCOCC1)NCCC(=O)NO 3-((5-fluoro-2-((4-morpholinylphenyl)amino)pyrimidin-4-yl)amino)-N-hydroxypropanamide